PPPP Tetraphosphane